ClC=1C=C(C=CC1Cl)C1(CN(CC1)C(=O)OCC1=CC=CC=C1)NS(=O)(=O)C1=CC=C(C=C1)OC(F)(F)F benzyl 3-(3,4-dichlorophenyl)-3-[[4-(trifluoromethoxy)phenyl]sulfonylamino]pyrrolidine-1-carboxylate